4-bromo-N-[(1R,3S)-3-{[6-chloro-2-(trifluoromethyl)quinolin-4-yl]amino}cyclohexyl]-2-cyanobenzamide BrC1=CC(=C(C(=O)N[C@H]2C[C@H](CCC2)NC2=CC(=NC3=CC=C(C=C23)Cl)C(F)(F)F)C=C1)C#N